COC(N(C)C)=O.BrC1=C(C(=C(NC[C@H]2OCC2)C=C1)[N+](=O)[O-])F (S)-4-bromo-3-fluoro-2-nitro-N-(oxetan-2-ylmethyl)aniline methyl-N,N-dimethylcarbamate